CC(=O)C1=CC=C(C=C1)OC1=CC=CC=C1 (4-phenoxyphenyl) methyl ketone